C(C1=C(C=C2C([C@@](C3(C(=C12)C)CC3)(O)C)=O)C)C3=C(C=C1C([C@](C2(C(=C31)C)CC2)(C)O)=O)C (6'R,6'''R)-3',3'''-methylenebis(6'-hydroxy-2',4',6'-trimethylspiro[cyclopropane-1,5'-inden]-7'(6'H)-one)